4-(3-amino-4-fluoro-1H-indazol-5-yl)-3-chloro-N-(3-hydroxy-3-(trifluoromethyl)cyclobutyl)benzenesulfonamide NC1=NNC2=CC=C(C(=C12)F)C1=C(C=C(C=C1)S(=O)(=O)NC1CC(C1)(C(F)(F)F)O)Cl